FC1(CC(C1)(C)CN1N=C(C(=C1C(=O)NC1=CC(=CC=C1)S(=O)(=N)C)C(F)F)C12CC(C1)(C2)OC)F 1-((3,3-difluoro-1-methylcyclobutyl)methyl)-4-(difluoromethyl)-3-(3-methoxybicyclo[1.1.1]pentan-1-yl)-N-(3-(S-methylsulfonimidoyl)phenyl)-1H-pyrazole-5-carboxamide